5-[bis[(2-methylpropan-2-yl)oxycarbonyl]amino]-8-bromoimidazo[1,5-a]pyridine-6-carboxylic acid methyl ester COC(=O)C=1C=C(C=2N(C1N(C(=O)OC(C)(C)C)C(=O)OC(C)(C)C)C=NC2)Br